FC(C(=O)O)(F)F.FC(C(=O)O)(F)F.C(CC#C)C1(N=N1)CCN1CCN(CC1)C=1C2=CN(N=C2C(=CC1)C(=O)NC=1C=C(C=2N(C1)C=C(N2)C)F)C 4-(4-(2-(3-(but-3-yn-1-yl)-3H-diazirin-3-yl)ethyl)piperazin-1-yl)-N-(8-fluoro-2-methyl-imidazo-[1,2-a]pyridin-6-yl)-2-methyl-2H-indazole-7-carboxamide bis(2,2,2-trifluoroacetate)